CC1(OC2C(O1)CCC2=O)C 2,2-dimethyltetrahydro-4H-cyclopenta[d][1,3]dioxol-4-one